1-(5-Aminopyridin-2-yl)-2-(5-chloropyridin-3-yl)-2-methylpropan-1-one NC=1C=CC(=NC1)C(C(C)(C)C=1C=NC=C(C1)Cl)=O